5-(4-(difluoromethoxy)phenyl)-N-(5-fluoro-2-(pyrrolidin-1-yl)pyrimidin-4-yl)pyridazin-3-amine FC(OC1=CC=C(C=C1)C=1C=C(N=NC1)NC1=NC(=NC=C1F)N1CCCC1)F